S1C=CC=2C1=CC=NC2 thieno[2,3-d]pyridine